C1(CCCCC1)C=1OC2=C(N1)C=CC(=C2)C(=O)N2CCN(CC2)C2=NC1=CC=CC=C1C(N2)=O 2-[4-(2-Cyclohexyl-1,3-benzoxazole-6-carbonyl)piperazin-1-yl]-3H-quinazolin-4-one